(7S)-4,5,7,8-tetramethyl-2-((trans-3-((3,4,5-trifluorophenyl)thio)-cyclobutyl)amino)-7,8-dihydropteridin-6(5H)-one CC1=NC(=NC=2N([C@H](C(N(C12)C)=O)C)C)N[C@@H]1C[C@H](C1)SC1=CC(=C(C(=C1)F)F)F